The molecule is a heparin decasaccharide consisting of 4-deoxy-2-O-sulfo-alpha-L-threo-hex-4-enopyranuronosyl, 2-deoxy-6-O-sulfo-2-(sulfoamino)-alpha-D-glucopyranosyl, 2-O-sulfo-alpha-L-idopyranuronosyl, 2-deoxy-6-O-sulfo-2-(sulfoamino)-alpha-D-glucopyranosyl, 2-O-sulfo-alpha-L-idopyranuronosyl, 2-deoxy-6-O-sulfo-2-(sulfoamino)-alpha-D-glucopyranosyl, alpha-L-idopyranuronosyl, 2-acetamido-2-deoxy-6-O-sulfo-alpha-D-glucopyranosyl, beta-D-glucopyranuronosyl, and 2-deoxy-3,6-di-O-sulfo-2-(sulfoamino)-alpha-D-glucopyranose units joined in sequence by (1->4) linkages. Sequence: DUA2S-GlcNS6S-IdoA2S-GlcNS6S-IdoA2S-GlcNS6S-IdoA-GlcNAc6S-GlcA-GlcNS3S6S. It is a heparin decasaccharide, an oligosaccharide sulfate and an amino decasaccharide. CC(=O)N[C@@H]1[C@H]([C@@H]([C@H](O[C@@H]1O[C@H]2[C@@H]([C@H]([C@@H](O[C@@H]2C(=O)O)O[C@@H]3[C@H](O[C@@H]([C@@H]([C@H]3OS(=O)(=O)O)NS(=O)(=O)O)O)COS(=O)(=O)O)O)O)COS(=O)(=O)O)O[C@H]4[C@@H]([C@H]([C@@H]([C@@H](O4)C(=O)O)O[C@@H]5[C@@H]([C@H]([C@@H]([C@H](O5)COS(=O)(=O)O)O[C@H]6[C@@H]([C@H]([C@@H]([C@@H](O6)C(=O)O)O[C@@H]7[C@@H]([C@H]([C@@H]([C@H](O7)COS(=O)(=O)O)O[C@H]8[C@@H]([C@H]([C@@H]([C@@H](O8)C(=O)O)O[C@@H]9[C@@H]([C@H]([C@@H]([C@H](O9)COS(=O)(=O)O)O[C@H]1[C@@H]([C@H](C=C(O1)C(=O)O)O)OS(=O)(=O)O)O)NS(=O)(=O)O)O)OS(=O)(=O)O)O)NS(=O)(=O)O)O)OS(=O)(=O)O)O)NS(=O)(=O)O)O)O)O